glycerin monooleate diacetyltartarate C(C)(=O)C(C(C(=O)O)(O)C(C)=O)(O)C(=O)O.C(CCCCCCC\C=C/CCCCCCCC)(=O)O.OCC(O)CO